chromium-yttrium scandium gallium [Ga].[Sc].[Y].[Cr]